(1r,3r)-3-((4-methoxy-5-(pyrazolo[1,5-a]pyridin-5-yl)pyrrolo[2,1-f][1,2,4]triazin-2-yl)amino)-1-methylcyclobutan-1-ol COC1=NC(=NN2C1=C(C=C2)C2=CC=1N(C=C2)N=CC1)NC1CC(C1)(O)C